C1(=CC=CC=C1)C1=NC2=CN=C(C=C2C=C1C1=CC=CC=C1)NC(=O)N1CC(CC1)OC N-(2,3-diphenyl-1,7-naphthyridin-6-yl)-3-methoxypyrrolidine-1-carboxamide